C(CCC)[Sn](C#C[Si](C)(C)C)(CCCC)CCCC tributyl-(trimethylsilylethynyl)tin